C(C1=CC=CC=C1)NC(C[C@H]1C=2N(C3=C(C(=N1)C1=CC=C(C=C1)Cl)C=C(C=C3)OC)C(=NN2)C)=O N-benzyl-2-((4S)-6-(4-chlorophenyl)-8-methoxy-1-methyl-4H-benzo[f][1,2,4]triazolo[4,3-a][1,4]diazepin-4-yl)acetamide